3-(dicyanomethylene)cyclopentanaphthalene C(#N)C(=C1C=CC2=C1C=CC=1C=CC=CC21)C#N